8-bromo-N-(2,4-dimethoxybenzyl)-5-fluoro-7-methylquinolin-2-amine BrC=1C(=CC(=C2C=CC(=NC12)NCC1=C(C=C(C=C1)OC)OC)F)C